C(C)(=O)N1[C@H](CCC2=CC(=CC=C12)C1=CC=C(CNC(=O)C=2C=C3C(=NC(=NN3C2C)C=2C=NC(=NC2)N)N2CCOCC2)C=C1)C (S)-N-(4-(1-Acetyl-2-methyl-1,2,3,4-tetrahydroquinolin-6-yl)benzyl)-2-(2-aminopyrimidin-5-yl)-7-methyl-4-morpholinopyrrolo[2,1-f][1,2,4]triazine-6-carboxamide